Tert-butyl (4S)-4-((3-chloro-2,4-difluorophenyl)(methyl)carbamoyl)-3-(5-hydroxy-4-(trifluoromethyl)-6,7-dihydro-5H-cyclopenta[b]pyridin-2-yl)-2-oxoimidazolidine-1-carboxylate ClC=1C(=C(C=CC1F)N(C(=O)[C@H]1N(C(N(C1)C(=O)OC(C)(C)C)=O)C1=CC(=C2C(=N1)CCC2O)C(F)(F)F)C)F